N-[(1S)-1-(2,4-Difluorophenyl)ethyl]-2-(7-fluoro-1,1,3-trioxo-4H-1lambda6,2,4-benzothiadiazin-2-yl)acetamide FC1=C(C=CC(=C1)F)[C@H](C)NC(CN1S(C2=C(NC1=O)C=CC(=C2)F)(=O)=O)=O